[(biphenylyl)dibenzofuranyl][phenyl-(biphenylyl)triazinyl]biphenyl C1(=C(C=CC=C1)C1=C(C2=C(OC3=C2C=CC=C3)C=C1)C=1C(=C(C=CC1)C1=CC=CC=C1)C1=NN=NC(=C1C1=C(C=CC=C1)C1=CC=CC=C1)C1=CC=CC=C1)C1=CC=CC=C1